N-(2-(7-fluoro-5-methoxy-1H-indol-3-yl)ethyl)-N-methylbutan-2-amine FC=1C=C(C=C2C(=CNC12)CCN(C(C)CC)C)OC